dodecyltributyl-Sulfonium chloride [Cl-].C(CCCCCCCCCCC)C(CCC)[S+](CCCC)CCCC